C(CCC)OC1=CC(=NN1)C 5-butoxy-3-methylpyrazol